6-(5-((3,3-difluoroazetidin-1-yl)methyl)-1-methyl-1H-pyrazol-4-yl)isoquinolin-3-amine FC1(CN(C1)CC1=C(C=NN1C)C=1C=C2C=C(N=CC2=CC1)N)F